C(C=C)OC(=O)C=1N=NC(=CC1)N1CCN(CC1)C(=O)OC(C)(C)C 6-[4-[(2-methylpropan-2-yl)oxycarbonyl]piperazin-1-yl]pyridazin-3-carboxylic acid prop-2-enyl ester